[C@H]12CN(C[C@H](CC1)N2)C2=NC(=NC1=C(C(=CC=C21)C2=CC(=CC1=CC=CC=C21)O)F)OCC(C)(C)NC(C)=O N-(1-((4-((1R,5S)-3,8-diazabicyclo[3.2.1]octan-3-yl)-8-fluoro-7-(3-hydroxynaphthalen-1-yl)quinazolin-2-yl)oxy)-2-methylpropan-2-yl)acetamide